1-(4-(3-Fluoro-5-(trifluoromethyl)benzyl)pyridin-2-yl)-N-(2-methoxyethyl)-1H-pyrazol-3-carboxamid FC=1C=C(CC2=CC(=NC=C2)N2N=C(C=C2)C(=O)NCCOC)C=C(C1)C(F)(F)F